8-chloro-N-(2-ethylcyclopropyl)-7,9-dimethyl-pyrido[3',2':4,5]furo[3,2-d]pyrimidin-4-amine ClC1=C(C2=C(OC3=C2N=CN=C3NC3C(C3)CC)N=C1C)C